I.FC(OC=1C=C(C(=O)NC=2C=C3C=4CC(CCC4NC3=CC2)CN)C=CC1)(F)F 6-(3-trifluoromethoxybenzoyl)amino-3-aminomethyl-1,2,3,4-tetrahydro-9H-carbazole hydroiodide